4-((2-(tert-butoxy)-2-oxoethyl)(2-(pyrrolidin-1-yl)-4-(trifluoromethyl)benzyl)amino)-4-methylpiperidine-1-carboxylic acid tert-butyl ester C(C)(C)(C)OC(=O)N1CCC(CC1)(C)N(CC1=C(C=C(C=C1)C(F)(F)F)N1CCCC1)CC(=O)OC(C)(C)C